4-(5-((1-(4-(difluoromethyl)phenyl)-4-methyl-1H-1,2,3-triazol-5-yl)methoxy)pyrazin-2-yl)piperazin-2-one FC(C1=CC=C(C=C1)N1N=NC(=C1COC=1N=CC(=NC1)N1CC(NCC1)=O)C)F